7-amino-6-(3-hydroxy-2,6-dimethylphenyl)-N2-methyl-5-oxo-5,6-dihydro-1,6-naphthyridine-2,8-dicarboxamide NC=1N(C(C=2C=CC(=NC2C1C(=O)N)C(=O)NC)=O)C1=C(C(=CC=C1C)O)C